[Pb](Cl)Cl.[Zn] zinc-lead chloride